methyl 2-(3-acetylphenyl)propanoate C(C)(=O)C=1C=C(C=CC1)C(C(=O)OC)C